1-(5-fluoro-7-methyl-1H-indol-1-yl)-N,N-dimethylpropan-2-amine FC=1C=C2C=CN(C2=C(C1)C)CC(C)N(C)C